N-((S)-1-(((R)-3-methyl-1-(7-methyl-1,3,7,2-dioxazaborecan-2-yl)butyl)amino)-1-oxo-3-phenylpropan-2-yl)pyrazine-2-carboxamide CC(C[C@@H](B1OCCCN(CCCO1)C)NC([C@H](CC1=CC=CC=C1)NC(=O)C1=NC=CN=C1)=O)C